C1(CCC1)N(C(=O)[C@H](NC(OC(C)(C)C)=O)C1=CC=C(C=C1)C1=C(N=CS1)C)C tert-butyl N-[(R)-[cyclobutyl(methyl)carbamoyl][4-(4-methyl-1,3-thiazol-5-yl)phenyl]methyl]carbamate